ClC=1C(=NC(=NC1)NC1=C(C=C(C=C1)N1CCCC1)OC(F)F)NC1=C(SC=C1)C(=O)N 3-((5-chloro-2-((2-(difluorometh-oxy)-4-(pyrrolidin-1-yl)phenyl)-amino)pyrimidin-4-yl)amino)-thiophene-2-carboxamide